bis(1-octyloxy-2,2,6,6-tetramethyl piperidyl) sebacate C(CCCCCCCCC(=O)OC1C(N(C(CC1)(C)C)OCCCCCCCC)(C)C)(=O)OC1C(N(C(CC1)(C)C)OCCCCCCCC)(C)C